2-(4-((1-methyl-1H-benzo[d]imidazol-2-yl)methyl)piperazin-1-yl)-4-(2-methylprop-1-en-1-yl)benzonitrile CN1C(=NC2=C1C=CC=C2)CN2CCN(CC2)C2=C(C#N)C=CC(=C2)C=C(C)C